5-(1-(4-(dimethylamino)piperidin-1-yl)ethyl)-6-methyl-2-(pyridin-4-yl)indolizine-7-carboxylic acid CN(C1CCN(CC1)C(C)C=1N2C=C(C=C2C=C(C1C)C(=O)O)C1=CC=NC=C1)C